3-methyl-6-t-butylphenol CC=1C=C(C(=CC1)C(C)(C)C)O